4-[(2S)-2-(4-chloro-2-fluorophenyl)-1,3-benzodioxol-4-yl]piperidine, hemisulfate Salt S(=O)(=O)(O)O.ClC1=CC(=C(C=C1)[C@@H]1OC2=C(O1)C=CC=C2C2CCNCC2)F.ClC2=CC(=C(C=C2)[C@@H]2OC1=C(O2)C=CC=C1C1CCNCC1)F